5-carboxy-2-(methylcarbamoyl)pyridin-1-ium-1-ol C(=O)(O)C=1C=CC(=[N+](C1)O)C(NC)=O